ClC1=CC2=C(N=CN(C2=O)CC2(CCN(CC2)C(C2=CC=C(C=C2)Cl)=O)O)N1C1=CC=C(C=C1)C1NC2C(OC1)CCC2 6-Chloro-3-((1-(4-chlorobenzoyl)-4-hydroxypiperidin-4-yl)methyl)-7-(4-(octahydrocyclopenta[b][1,4]oxazin-3-yl)phenyl)-3,7-dihydro-4H-pyrrolo[2,3-d]pyrimidin-4-one